1-(4-(aminomethyl)-1-oxo-1,2-dihydro-phthalazin-6-yl)-N-(4-methoxy-5,6,7,8-tetrahydroquinolin-8-yl)-N-((5-(trifluoromethyl)pyridin-2-yl)methyl)cyclopropane-1-carboxamide NCC1=NNC(C2=CC=C(C=C12)C1(CC1)C(=O)N(CC1=NC=C(C=C1)C(F)(F)F)C1CCCC=2C(=CC=NC12)OC)=O